CC1(C(NOC1)=O)C 4,4-dimethyl-3-isoxazolone